sodium glutamate sodium succinate C(CCC(=O)[O-])(=O)[O-].[Na+].N[C@@H](CCC(=O)O)C(=O)O.[Na+]